(S)-N-(2-(3,4-dimethylpiperazin-1-yl)-5-((4-fluorophenyl)ethynyl)phenyl)-2,3-dihydrobenzo[b][1,4]dioxin-5-carboxamide C[C@H]1CN(CCN1C)C1=C(C=C(C=C1)C#CC1=CC=C(C=C1)F)NC(=O)C1=CC=CC=2OCCOC21